C(C)(=O)O[C@@](C=O)(O)[C@](O)([C@@](O)([C@@H](O)C)OC(C)=O)OC(C)=O 2,3,4-triacetoxy-rhamnose